9H-Fluoren-9-ylmethyl N-[[4-[2-[Bis[[3,4,5-tris[[tert-butyl(dimethyl)silyl]oxy] phenyl]methyl]amino]-2-oxo-ethoxy]phenyl]-(2,4-dimethoxyphenyl)methyl]carbamate [Si](C)(C)(C(C)(C)C)OC=1C=C(C=C(C1O[Si](C)(C)C(C)(C)C)O[Si](C)(C)C(C)(C)C)CN(C(COC1=CC=C(C=C1)C(NC(OCC1C2=CC=CC=C2C=2C=CC=CC12)=O)C1=C(C=C(C=C1)OC)OC)=O)CC1=CC(=C(C(=C1)O[Si](C)(C)C(C)(C)C)O[Si](C)(C)C(C)(C)C)O[Si](C)(C)C(C)(C)C